6,7-dichloro-3-[[6-(difluoromethyl)-3-pyridyl]methyl]-4,9-dihydro-1H-pyrrolo[3,2-h][2,1,3]benzothiadiazine 2,2-dioxide ClC=1C2=C(C3=C(CN(S(N3)(=O)=O)CC=3C=NC(=CC3)C(F)F)C1)NC=C2Cl